COC1=CC=C(C=C1)CN(S(=O)(=O)C1CC1)C1=CC(=NC=C1)C1NCCOC1 N-[(4-methoxyphenyl)methyl]-N-[2-(morpholin-3-yl)pyridin-4-yl]cyclopropanesulfonamide